FC(C1=C(C=CC=C1)C1CCN(CC1)C(=O)C1=CC=C(C(=O)O)C=C1)(F)F 4-(4-(2-(trifluoromethyl)phenyl)piperidine-1-carbonyl)benzoic acid